C(C=C)(=O)N1C[C@H](N(CC1)C=1C2=C(N(C(N1)=O)C=1C(=NC=CC1C)C(C)C)N=C(C(=C2)F)C2=C(C=CC=C2O)F)C 4-((R)-4-propenoyl-2-methylpiperazin-1-yl)-6-fluoro-7-(2-fluoro-6-hydroxyphenyl)-1-(2-isopropyl-4-methylpyridin-3-yl)pyrido[2,3-d]pyrimidin-2(1H)-one